(R)-Prolinol N1[C@H](CCC1)CO